CC(C)(CC#C[Si](C(C)C)(C(C)C)C(C)C)ON=C1CCCCC1 cyclohexanone-O-(2-methyl-5-(triisopropylsilyl)-4-pentyn-2-yl) oxime